(12RS,13SR)-12,13-dihydroxy-oxacyclohexadecan-2-one O[C@@H]1CCCCCCCCCC(OCCC[C@@H]1O)=O |r|